CC(CCO)=C 3-METHYL-BUT-3-EN-1-OL